C(C)(C)(C)OC([C@H](CNCC1=C(C=CC=C1)[N+](=O)[O-])NC(=O)OC(C)(C)C)=O (S)-2-[(tert-Butoxycarbonyl)amino]-3-[(2-nitrobenzyl)amino]propanoic acid tert-butyl ester